Glycerol Palmitate Stearate C(CCCCCCCCCCCCCCCCC)(=O)OC(COC(CCCCCCCCCCCCCCC)=O)CO